ClC1=CC2=C(CC3(CCNCC3)O2)C=C1[N+](=O)[O-] 6-chloro-5-nitro-3H-spiro[benzofuran-2,4'-piperidine]